C(CCCCCCCCCCC)S(P(SCCCCCCCCCCCC)[O-])C1=CC=CC=C1 dilauryl-S-phenyldithiophosphite